OC(CC(=O)[C@@]1(C(O)O[C@@H]([C@H]([C@@]1(O)C(CC(CCCCCCCCCCC)O)=O)O)CO)N)CCCCCCCCCCC 2,3-bis(3-hydroxytetradecanoyl)-glucosamine